3,5-dichloro-2-aminobenzoyl-thioisopropylamine ClC=1C(=C(C(=O)SNC(C)C)C=C(C1)Cl)N